4,4'-Bi-1,3-dioxolan O1COC(C1)C1OCOC1